2-chloro-4,6-diallyl-triazine ClN1NC(=CC(=N1)CC=C)CC=C